N-((1-(7-methoxyquinolin-4-yl)piperidin-4-yl)methyl)methanesulfonimidamide COC1=CC=C2C(=CC=NC2=C1)N1CCC(CC1)CNS(=O)(=N)C